2-adamantyl propanoate C(CC)(=O)OC1C2CC3CC(CC1C3)C2